FC(C(CC)(O)C1=CC=2C(=NC(=CC2)C2=CC=3C(N=C2)=NN(C3)C)S1)(F)F 1,1,1-trifluoro-2-(6-(2-methyl-2H-pyrazolo[3,4-b]pyridin-5-yl)thieno[2,3-b]pyridin-2-yl)-2-butanol